6-(Benzo[d]thiazol-2-ylmethyl)-1,8-dimethyl-2,3-dithia-6,8-diazabicyclo[3.2.2]nonane-7,9-dione S1C(=NC2=C1C=CC=C2)CN2C1CSSC(C2=O)(N(C1=O)C)C